cyclopropanecarboxylic acid (5-{5-[N'-(2-chloro-6-methylbenzoyl)hydrazinocarbonyl]-2-methyl-phenylethynyl}-pyridin-2-yl)amide ClC1=C(C(=O)NNC(=O)C=2C=CC(=C(C2)C#CC=2C=CC(=NC2)NC(=O)C2CC2)C)C(=CC=C1)C